ClC=1C=C2C=CC(=C(C2=CC1)C1=C(C=CC2=CC(=CC=C12)Cl)OCC)OCC 6,6'-dichloro-2,2'-diethoxy-1,1'-binaphthyl